BrC=1C=CC=2N(C1)C(=CN2)C2=NC(=NC=C2)NC=2C=CC(=NC2)N2CCN(CC2)C(C)=O 1-(4-(5-((4-(6-bromoimidazo[1,2-a]pyridin-3-yl)pyrimidin-2-yl)amino)pyridin-2-yl)piperazin-1-yl)ethan-1-one